ClC1=CC(=C(C(=C1)Cl)N1N(CC=C1C(F)(F)F)C1=NC=CC=C1Cl)C(N=S(CC)CC)=O N-[4,6-dichloro-2-[(diethyl-lambda4-sulfanylidene)carbamoyl]-phenyl]-2-(3-chloro-2-pyridyl)-5-(trifluoromethyl)pyrazole